4-(6-amino-5-nitro-2-pyridinyl)piperazine-1-carboxylic acid tert-butyl ester C(C)(C)(C)OC(=O)N1CCN(CC1)C1=NC(=C(C=C1)[N+](=O)[O-])N